benzyl (r)-1,1-difluoro-5-azaspiro[2.4]heptane-5-carboxylate FC1(C[C@]12CN(CC2)C(=O)OCC2=CC=CC=C2)F